3-benzoylpyridine C(C1=CC=CC=C1)(=O)C=1C=NC=CC1